ClC1=C(C=CC=C1)C1=NC2=C(CN(CC2)C2CCC=3N(C2)C=CN3)N1 2-(2-chlorophenyl)-5-(5,6,7,8-tetrahydroimidazo[1,2-a]pyridin-6-yl)-4,5,6,7-tetrahydro-3H-imidazo[4,5-c]pyridine